O1CCN(CC1)CC1=CC=C(C=C1)NC=1N=CC2=C(N1)C(=CS2)C2=CCN(CC2)C(=O)OC(C)(C)C tert-butyl 4-(2-(4-(morpholinomethyl)phenylamino)thieno[3,2-d]pyrimidin-7-yl)-5,6-di-hydropyridine-1(2H)-carboxylate